2-carboxyl-1,3-cyclohexanedione C(=O)(O)C1C(CCCC1=O)=O